4,6-dichloro-5-(1,3-dioxolan-2-yl)-2-(methylthio)pyrimidine ClC1=NC(=NC(=C1C1OCCO1)Cl)SC